2-[[(Z)-2-(2-amino-4-thiazolyl)-2-[(carboxymethoxy)imino]acetyl]amino]-2-[(2R)-5-methyl-7-oxo-1,2,5,7-tetrahydro-4H-furo[3,4-d][1,3]thiazin-2-yl]acetic acid NC=1SC=C(N1)/C(/C(=O)NC(C(=O)O)[C@H]1SCC2=C(N1)C(OC2C)=O)=N/OCC(=O)O